ACETYLTRYPTOPHAN C(C)(=O)N[C@@H](CC1=CNC2=CC=CC=C12)C(=O)O